C(C=C)[C@H]1[C@@H]2CC[C@H](CN1C(=O)OCC1C3=CC=CC=C3C=3C=CC=CC13)N2C(=O)OC(C)(C)C 3-((9H-fluoren-9-yl)methyl) 8-(tert-butyl) (1S,2S,5R)-2-allyl-3,8-diazabicyclo[3.2.1]octane-3,8-dicarboxylate